3-[2-(p-tolyl)triazol-4-yl]Bicyclo[1.1.1]Pentane-1-amine C1(=CC=C(C=C1)N1N=CC(=N1)C12CC(C1)(C2)N)C